OC1=C(C=CC=C1)C1=NC2=C(N1)C=CC(=C2)C(=N)N 2-(2-hydroxyphenyl)-1h-benzoimidazole-5-carboxamidine